N-((5-(3'-chloro-5-fluoro-2-hydroxy-4'-(3-methyl-2-oxoimidazolidin-1-yl)-[1,1'-biphenyl]-3-yl)-3-(piperazin-1-yl)pyridin-2-yl)methyl)acetamide ClC=1C=C(C=CC1N1C(N(CC1)C)=O)C1=C(C(=CC(=C1)F)C=1C=C(C(=NC1)CNC(C)=O)N1CCNCC1)O